hexadecylcarbamic acid 2,5-dioxopyrrolidin-1-yl ester O=C1N(C(CC1)=O)OC(NCCCCCCCCCCCCCCCC)=O